C(=O)C1=C(OCC2=C(C=C3N2C=CN=C3)C#N)C=CC(=C1)OC 6-((2-formyl-4-methoxyphenoxy)methyl)pyrrolo[1,2-a]pyrazine-7-carbonitrile